BrC=1C=CC=2N(C1)C(=NN2)[C@@H]2C[C@@H](CCC2)NC2=NC=C(C(=N2)OC2COC2)C(F)(F)F N-[(1R,3S)-3-(6-bromo-[1,2,4]triazolo[4,3-a]pyridin-3-yl)cyclohexyl]-4-(oxetan-3-yloxy)-5-(trifluoromethyl)pyrimidin-2-amine